C(C(C)C)[C@@H]1CC([C@@H]2N(CCC3=CC(=C(C=C23)OC)OC)C1)O (2S,3R,11bR)-3-isobutyl-9,10-dimethoxy-1,3,4,6,7,11b-hexahydro-2H-pyrido[2,1-a]isoquinol-ol